C(C1=CC=CC=C1)[C@H](NC(CNC(CNC([C@H](CCCCNC(COCCOCCOCCOCCOCCOCCOCCOCCOCCOC)=O)NC(=O)OCC1=CC=CC=C1)=O)=O)=O)C(=O)O (37S,46S)-46-benzyl-37-(((benzyloxy)carbonyl)amino)-31,38,41,44-tetraoxo-2,5,8,11,14,17,20,23,26,29-decaoxa-32,39,42,45-tetraazaheptatetracontan-47-oic acid